NCC(=O)N[C@H]1CS(C2=C(N(C1=O)CC1=CC=C(C=C1)Cl)C=C(C(=C2)F)C=2OC(=NN2)C(C)(C)C)(=O)=O 2-amino-N-[(3R)-7-(5-tert-butyl-1,3,4-oxadiazol-2-yl)-5-[(4-chlorophenyl)methyl]-8-fluoro-1,1,4-trioxo-2,3-dihydro-1lambda6,5-benzothiazepin-3-yl]acetamide